6-bromo-2-(trifluoromethyl)quinoline BrC=1C=C2C=CC(=NC2=CC1)C(F)(F)F